C(N)(=O)C=1C=C(C(=C(OCCCC(=O)OC(C)(C)C)C1)NC\C=C\CN1/C(/SC=2C1=NC=C(C2)C(N)=O)=N/C(=O)C2=CC(=NN2CC)C)[N+](=O)[O-] tert-Butyl 4-(5-carbamoyl-2-(((E)-4-((Z)-6-carbamoyl-2-((1-ethyl-3-methyl-1H-pyrazole-5-carbonyl)imino)thiazolo[4,5-b]pyridin-3(2H)-yl)but-2-en-1-yl)amino)-3-nitrophenoxy)butanoate